ClC=1N=CC=C2C1N(C(=C2)C(=O)NC21CC(C2)(C1)F)COCC[Si](C)(C)C 7-chloro-N-{3-fluorobicyclo[1.1.1]pentan-1-yl}-1-{[2-(trimethylsilyl)ethoxy]methyl}pyrrolo[2,3-c]pyridine-2-carboxamide